[Cl-].C(CCCCCCCCCCCCCCCCC)OCC[N+](C)(C)CCOCCCCCCCCCCCCCCCCCC N,N-bis(stearyloxyethyl)N,N-dimethyl-ammonium chloride